Cl.CN(C=1C=C2CCNCC2=CC1)C N,N-dimethyl-1,2,3,4-tetrahydroisoquinoline-6-amine hydrochloride